2,2,6,6-tetra-methylpiperidin-4-amine CC1(NC(CC(C1)N)(C)C)C